C(C(C)C)(=O)OCCC(C)(C)C neohexyl isobutyrate